BrC1=C(C=C(S1)C=O)CCO[Si](C1=CC=CC=C1)(C1=CC=CC=C1)C(C)(C)C 5-bromo-4-(2-(tert-butyldiphenylsilanyloxy)ethyl)thiophene-2-carbaldehyde